COC(=O)C=1C(=NC=2N(C1)C=C(N2)C21COC(C2)(C1)CF)O[C@H](C)CC |r| rac-(R)-7-(sec-butoxy)-2-(1-(fluoromethyl)-2-oxabicyclo[2.1.1]Hexane-4-Yl)imidazo[1,2-a]Pyrimidine-6-carboxylic acid methyl ester